3-(5-(3-((4'-chloro-[1,1'-biphenyl]-2-yl)methyl)-3,8-diazabicyclo[3.2.1]octane-8-carbonyl)-1-oxoisoindolin-2-yl)piperidine-2,6-dione ClC1=CC=C(C=C1)C1=C(C=CC=C1)CN1CC2CCC(C1)N2C(=O)C=2C=C1CN(C(C1=CC2)=O)C2C(NC(CC2)=O)=O